FC=1C(=NC(=CC1)F)C(C1(CC2(CC2)C1)C)NC1[C@H](C(C1=O)=O)NC1=C(C(=NC=C1)C(=O)N(C)C)O (R)-4-((2-(((3,6-difluoropyridin-2-yl)(5-methylspiro[2.3]hexan-5-yl)methyl)amino)-3,4-dioxocyclobutane-1-yl)amino)-3-hydroxy-N,N-dimethylpicolinamide